N-(4-((6-amino-5-fluoropyrimidin-4-yl)thio)-3-fluorophenyl)-1-(4-fluorophenyl)-2-oxo-1,2-dihydropyridine-3-carboxamide NC1=C(C(=NC=N1)SC1=C(C=C(C=C1)NC(=O)C=1C(N(C=CC1)C1=CC=C(C=C1)F)=O)F)F